The molecule is a fluoroamino acid that is ornithine substituted by a difluoromethyl group at position 2. It has a role as a trypanocidal drug. It is a fluoroamino acid and an alpha-amino acid. It derives from an ornithine. C(CC(C(F)F)(C(=O)O)N)CN